1-{4-[4-(cyclopentylcarbamoyl)-1H-1,2,3-triazol-1-yl]butyl}-N-{[4-(trifluoromethyl)pyridin-2-yl]methyl}-1H-1,2,3-triazole-4-carboxamide C1(CCCC1)NC(=O)C=1N=NN(C1)CCCCN1N=NC(=C1)C(=O)NCC1=NC=CC(=C1)C(F)(F)F